C(CCCCCCCCCCC)C=1[N+](=C(NC1)CCO)CC(=O)O lauryl-carboxymethylhydroxyethylimidazolium